FC1(C=2C=C(C=NC2C(CC1)=O)C)C(=O)OC methyl 5-fluoro-3-methyl-8-oxo-5,6,7,8-tetrahydroquinoline-5-carboxylate